Tetrabutylphosphonium p-Toluensulfonat CC1=CC=C(C=C1)S(=O)(=O)[O-].C(CCC)[P+](CCCC)(CCCC)CCCC